BrCN1C(C=CC2=CC(=CC=C12)Cl)=O (bromomethyl)6-chloroquinolin-2(1H)-one